C(C)N(C(C(N)=O)=O)CC1=C(C=C(C=C1)C(F)(F)F)F N'-ethyl-N'-[[2-fluoro-4-(trifluoromethyl)phenyl]methyl]oxamide